(7S)-7-isopropyl-4,8-dimethyl-2-((trans-3-(5-(trifluoromethyl)-1H-pyrazol-1-yl)cyclobutyl)amino)-7,8-dihydropteridin-6(5H)-one C(C)(C)[C@H]1C(NC=2C(=NC(=NC2N1C)N[C@@H]1C[C@H](C1)N1N=CC=C1C(F)(F)F)C)=O